3-(tert-Butyl-dimethyl-silanyloxy)-1-(2-fluoro-6-methyl-phenyl)-azetidine C(C)(C)(C)[Si](OC1CN(C1)C1=C(C=CC=C1C)F)(C)C